N[C@H](C)C=1C=C(C=C2C(C(=C(OC12)C=1C=CC(N(C1)C(C)C)=O)C)=O)C 5-[8-[(1R)-1-Aminoethyl]-3,6-dimethyl-4-oxo-chromen-2-yl]-1-isopropyl-pyridin-2-one